N-(2-Chloro-3-(4,4,5,5-tetramethyl-1,3,2-dioxaborolan-2-yl)phenyl)-5-(dimethoxymethyl)picolinamide ClC1=C(C=CC=C1B1OC(C(O1)(C)C)(C)C)NC(C1=NC=C(C=C1)C(OC)OC)=O